C(O)C1(CCCCC1)CO 1,1-dimethylolcyclohexane